Br[P] bromo-phosphorus